O=C1C=CC(=CN1)C=O 6-Oxo-1,6-dihydropyridine-3-carboxaldehyde